C1=CC=CC=2C3=CC=CC=C3C(C12)COC(=O)N[C@H](C(=O)N[C@H](C(=O)NC=1C=CC(=C(C1)CS(=O)(=O)[O-])CO)CCCNC(=O)N)C(C)C.[Na+] Sodium [5-[[(2S)-2-[[(2S)-2-(9H-fluoren-9-ylmethoxycarbonylamino)-3-methyl-butanoyl]amino]-5-ureido-pentanoyl]amino]-2-(hydroxymethyl)phenyl]methanesulfonate